C(C)(C)(C)OC(=O)N1[C@H](CC[C@@H](C1)C)C=1C=CC2=CN(N=C2C1)[C@@H]1CN(C[C@H](C1)C)C.C(#N)CC=1C=C(C=CC1)[Si](OC)(OC)OC m-(cyanomethyl)phenyltrimethoxysilane tert-butyl-(2R,5S)-5-methyl-2-[2-[(3S,5S)-1,5-dimethyl-3-piperidyl]indazol-6-yl]piperidine-1-carboxylate